[K+].O1C=2C(OCC1COCCCC(S(=O)(=O)[O-])C)=CSC2 4-[(2,3-dihydrothieno[3,4-b]-[1,4]dioxin-2-yl)methoxy]-1-methyl-1-butanesulfonic acid potassium salt